C(C)(=O)C1=NN(C2=CC=C(C=C12)C=1C=NC(=NC1)C)CC(=O)N1[C@@H]2C[C@@]2(C[C@H]1C(=O)NC1=NC(=CC=C1C)Br)CC (1R,3S,5R)-2-(2-(3-acetyl-5-(2-methylpyrimidin-5-yl)-1H-indazol-1-yl)acetyl)-N-(6-bromo-3-methylpyridin-2-yl)-5-ethyl-2-azabicyclo[3.1.0]hexane-3-carboxamide